CS(=O)(=O)OCC1=CC(=C(C=C1)CN1N=C(C=2N=C(N=C(C21)N[C@H](CCO[Si](C2=CC=CC=C2)(C2=CC=CC=C2)C(C)(C)C)CCC)NC(=O)OC)F)OC (S)-4-((7-((1-((tert-butyldiphenylsilyl)oxy)hexan-3-yl)amino)-3-fluoro-5-((methoxycarbonyl)-amino)-1H-pyrazolo[4,3-d]pyrimidin-1-yl)methyl)-3-methoxybenzyl methanesulfonate